4-(((methylsulfonyl)oxy)methyl)-2-pyridinecarboxylic acid methyl ester COC(=O)C1=NC=CC(=C1)COS(=O)(=O)C